4-vinylbenzyl alcohol C(=C)C1=CC=C(CO)C=C1